C1(=C(C=CC=C1)N(C1=CC=CC=2C3(C4=CC=CC=C4C12)C1=CC=CC=C1C=1C=CC=CC13)C1=CC=3C(C2=CC=CC=C2C3C=C1)(C)C)C1=CC=CC=C1 N-(biphenyl-2-yl)-N-(9,9'-dimethyl-9H-fluoren-2-yl)-9,9'-spirobi[9H-fluoren]-4-amine